2-chloro-5-(trifluoromethyl)pyridine 4-methyl-2-oxo-2H-chromen-7-yl-(R)-4-(4-amino-2-octanamido-4-oxobutanamido)-2,2-dimethylbutanoate CC1=CC(OC2=CC(=CC=C12)OC(C(CCNC([C@@H](CC(=O)N)NC(CCCCCCC)=O)=O)(C)C)=O)=O.ClC1=NC=C(C=C1)C(F)(F)F